FC1=CC=C(C=C1)C=1C=C2C(=NC=NC2=C(C1)OC)NC(C)C1=CC=CC(N1)=O 6-(1-((6-(4-fluorophenyl)-8-methoxyquinazolin-4-yl)amino)ethyl)pyridin-2(1H)-one